COC(=O)C1CCN(CC1)C1=NC(=CN=C1C=1C=C2C=CNC2=CC1)CCCC 1-(6-butyl-3-(1H-indol-5-yl)pyrazin-2-yl)piperidine-4-carboxylic acid methyl ester